C(C)C1=CC(=CC(=C1)CC)CC 1,3,5-triethylbenzene